tert-butyl-dimethyl-fluorosilane ethyl-(1R,2R)-2-(5-cyclopropyl-2-fluoro-4-hydroxybenzoyl)-cyclopentane-1-carboxylate C(C)OC(=O)[C@H]1[C@@H](CCC1)C(C1=C(C=C(C(=C1)C1CC1)O)F)=O.C(C)(C)(C)[Si](F)(C)C